allyl (S)-(5-(benzyloxy)-2-(2-(((tert-butyl-dimethylsilyl)oxy)methyl)-4-(4-(N-methylsulfamoyl)phenyl)-1,2,3,6-tetrahydropyridine-1-carbonyl)-4-methoxyphenyl)carbamate C(C1=CC=CC=C1)OC=1C(=CC(=C(C1)NC(OCC=C)=O)C(=O)N1[C@@H](CC(=CC1)C1=CC=C(C=C1)S(NC)(=O)=O)CO[Si](C)(C)C(C)(C)C)OC